FC(C1=CC=C(C=C1)NC=1C(=NC=CC1)N1CCN(CC1)C(C=C)=O)(F)F 1-[4-(3-{[4-(trifluoromethyl)phenyl]amino}pyridin-2-yl)piperazin-1-yl]prop-2-en-1-one